4-{3-methyl-5-[(1-{[4-(propan-2-yl)phenyl]carbamoyl}-D-prolyl)amino]pyridin-2-yl}benzoic acid CC=1C(=NC=C(C1)NC([C@@H]1N(CCC1)C(NC1=CC=C(C=C1)C(C)C)=O)=O)C1=CC=C(C(=O)O)C=C1